tri-n-butyl-(4-hexylthiophene-2-yl)stannane C(CCC)[Sn](C=1SC=C(C1)CCCCCC)(CCCC)CCCC